3-Ethyl-7-((4-(2-methylimidazolo[1,2-a]pyridin-6-yl)piperazin-1-yl)methyl)-1,5-naphthyridine C(C)C=1C=NC2=CC(=CN=C2C1)CN1CCN(CC1)C=1C=CC=2N(C1)C=C(N2)C